4-propenoyl-1-(5-bromopyridin-2-yl)piperazin-2-one tert-butyl-[(2-hydroxy-5-hydroxymethyl-phenylcarbamoyl)-methyl]-carbamate C(C)(C)(C)N(C(O)=O)CC(NC1=C(C=CC(=C1)CO)O)=O.C(C=C)(=O)N1CC(N(CC1)C1=NC=C(C=C1)Br)=O